C(C)OCOC=1C(=C(C(=CC1)C)B1OC(C(O1)(C)C)(C)C)C 2-[3-(ethoxymethoxy)-2,6-dimethylphenyl]-4,4,5,5-tetramethyl-1,3,2-dioxaborolane